1-chloroeicosafluoro-3-oxaundecane-1-sulfonic acid ClC(C(OC(C(C(C(C(C(C(C(F)(F)F)(F)F)(F)F)(F)F)(F)F)(F)F)(F)F)(F)F)(F)F)(S(=O)(=O)O)F